CC(CC(=O)OC(CCCCCCCCC)Cl)C 1-Chlorodecyl 3-methylbutanoate